1,3-bis(1-phenylethenyl)benzene C1(=CC=CC=C1)C(=C)C1=CC(=CC=C1)C(=C)C1=CC=CC=C1